CN(C)CC1=C(C=CC(=N1)NC=1C=CC(=C2CN(C(C12)=O)C(=O)OC(C)(C)C)C1=CN=C2N1C=CC(=C2)F)C2(COCC2)COC tert-butyl 7-((6-((dimethylamino) methyl)-5-(3-(methoxymethyl) tetrahydrofuran-3-yl) pyridin-2-yl) amino)-4-(7-fluoroimidazo[1,2-a]pyridin-3-yl)-1-oxoisoindoline-2-carboxylate